FC(C1=CC2=C([C@H](CO2)N)C=C1)(F)F (R)-6-(trifluoromethyl)-2,3-dihydrobenzofuran-3-amine